C(C)(C)(C)N=NC(C)(CC(C)(C)OC)C#N 2-(t-butylazo)-2-cyano-4-methoxy-4-methylpentane